3-acrylamido-N-(methyl-sulfonyl)-1-(4-(trifluoro-methyl)phenyl)-1,2,3,4-tetrahydroquinoline-5-carboxamide C(C=C)(=O)NC1CN(C=2C=CC=C(C2C1)C(=O)NS(=O)(=O)C)C1=CC=C(C=C1)C(F)(F)F